2,6-diaminobenzo[1,2-b:4,5-b']difuran-3,7-dicarboxylic acid dimethyl ester COC(=O)C=1C=2C(OC1N)=CC1=C(OC(=C1C(=O)OC)N)C2